FC1=C(C(=CC=C1)F)CC=O 2-(2,6-difluorophenyl)ethan-1-one